N-[(3-Fluorophenyl)-methyl]-1,4-dimethyl-2-oxo-7-(trifluoromethyloxy)-1H-quinoline-3-carboxylic acid amide FC=1C=C(C=CC1)CNC(=O)C=1C(N(C2=CC(=CC=C2C1C)OC(F)(F)F)C)=O